NC=1C(=CC(=C(C1)NC1=NC=C(C(=N1)N1CC2(C3=NC(=CC=C31)C)CC2)C(=O)OC(C)C)OC)N2C[C@@H](CC2)N(C)C isopropyl (R)-2-((5-amino-4-(3-(dimethylamino)pyrrolidin-1-yl)-2-methoxyphenyl)amino)-4-(5'-methylspiro(cyclopropane-1,3'-pyrrolo[3,2-b]pyridin)-1'(2'H)-yl)pyrimidine-5-carboxylate